methyl 3-(N-(5-cyano-3-methyl-2-(pyridin-2-yl)phenyl)sulfamoyl)-4-cyclopropylbenzoate C(#N)C=1C=C(C(=C(C1)NS(=O)(=O)C=1C=C(C(=O)OC)C=CC1C1CC1)C1=NC=CC=C1)C